BrC1=CC(=C(C=C1)C=1N=NC(=CN1)N([C@H]1[C@H]([C@@H]2CC[C@H](C1)N2C(=O)OC(C)(C)C)F)C)OC(=O)OC(C)(C)C tert-butyl (1S,2R,3R,5R)-3-((3-(4-bromo-2-((tert-butoxycarbonyl)oxy)phenyl)-1,2,4-triazin-6-yl)(methyl)amino)-2-fluoro-8-azabicyclo[3.2.1]octane-8-carboxylate